[2H]C(N(C)C)CC1=CNC2=CC=CC=C12 α-monodeutero-N,N-dimethyltryptamine